α-methyl-p-methylstyrene CC1=CC=C(C=C1)C(=C)C